4-nitroanilineethanol [N+](=O)([O-])C1=CC=C(NCCO)C=C1